N1=CC(=NC2=CC=CC=C12)N quinoxalin-3-amine